antimony-antimony oxide [Sb]=O.[Sb]